dihydrothieno[2,3-c]pyran S1CCC2=C1COC=C2